4-(N-(2,4-dimethoxybenzyl)-N-(1,2,4-thiadiazol-5-yl)sulfonylamino)-2,5-difluorobenzamide COC1=C(CN(S(=O)(=O)C2=NC=NS2)C2=CC(=C(C(=O)N)C=C2F)F)C=CC(=C1)OC